7-Bromo-6-methoxy-4-methylspiro[benzo[b][1,4]oxazine-2,1'-cyclopropan]-3(4H)-one BrC=1C(=CC2=C(OC3(CC3)C(N2C)=O)C1)OC